1-[(5-chloro-3-pyridinyl)methyl]-3-methyl-6-[5-(trifluoromethyl)-2-thienyl]imidazo[4,5-b]pyridin-2-one ClC=1C=C(C=NC1)CN1C(N(C2=NC=C(C=C21)C=2SC(=CC2)C(F)(F)F)C)=O